(R)-(3-aminopiperidin-1-yl)(2-(1-isobutyl-1H-indol-2-yl)-3-methylimidazo[1,2-a]pyridin-7-yl)methanone N[C@H]1CN(CCC1)C(=O)C1=CC=2N(C=C1)C(=C(N2)C=2N(C1=CC=CC=C1C2)CC(C)C)C